COC1=CC=2C=CC3=CC=C(C=C3C2C=C1OC)C 2,3-dimethoxy-6-methylphenanthrene